BrC1C(N(CCC1)C(=O)OC(C)(C)C)=O tert-butyl 3-bromo-2-oxopiperidine-1-carboxylate